2-chloro-N-(2-iodophenyl)acetamide C1=CC=C(C(=C1)NC(=O)CCl)I